ClC1=NC=CC(=N1)C1=CC=C(C=C1)C(C(=O)OC)(C)C methyl 2-(4-(2-Chloropyrimidin-4-yl) phenyl)-2-methylpropionate